ClC1=C(C2=CC=CC=C2C(=C1Cl)O)O 2,3-dichloro-1,4-dihydroxynaphthalene